3-(oxazol-5-ylmethyl)-5-(trifluoromethoxy)benzaldehyde O1C=NC=C1CC=1C=C(C=O)C=C(C1)OC(F)(F)F